N=1C=NN2C1C=CC(=C2)C2=CNC=1N=C(N=C(C12)OC)NC1CC(C1)(O)C (1s,3s)-3-((5-([1,2,4]triazolo[1,5-a]pyridin-6-yl)-4-methoxy-7H-pyrrolo[2,3-d]pyrimidin-2-yl)amino)-1-methylcyclobutan-1-ol